FC=1C(=C(C=CC1)NC1=C(NC2=C1C(NCC2)=O)C2=C(C=NC=C2)C#CC21N(CCC1C2)C(=O)OC(C)(C)C)OC tert-butyl 1-[2-(4-{3-[(3-fluoro-2-methoxyphenyl)amino]-4-oxo-1H,5H,6H,7H-pyrrolo[3,2-c]pyridin-2-yl}pyridin-3-yl)ethynyl]-2-azabicyclo[3.1.0]hexane-2-carboxylate